ClC1=C(C(=CC=2CN3[C@@H](COC21)CN(CC3)C(C=C)=O)C#CC)C3=C(C=CC=C3O)Cl 1-[(12aR)-10-chloro-9-(2-chloro-6-hydroxyphenyl)-8-(prop-1-yn-1-yl)-3,4,12,12a-tetrahydro-6H-pyrazino[2,1-c][1,4]benzooxazepin-2(1H)-yl]prop-2-en-1-one